C1(=CC=CC2=CC=CC=C12)B(O)O L-1-naphthylboronic acid